[NH4+].P([O-])([O-])([O-])=O.[NH4+].[NH4+] phosphoric acid, Ammonium salt